2-mercaptoethyl-(homocysteine) SCCN[C@@H](CCS)C(=O)O